[Na+].[Na+].[Na+].OC1=C2C(=C(C(=C3C=CC4=CC=CC(=C1)C4=C32)S(=O)(=O)[O-])S(=O)(=O)[O-])S(=O)(=O)[O-] hydroxypyrenetrisulfonic acid trisodium salt